2-(2-(benzo[b]thiophen-2-yl)-5-ethyl-7-oxo-6-(piperazin-1-yl)-[1,2,4]triazolo[1,5-a]pyrimidin-4(7H)-yl)-N-(2-chloro-4-(trifluoromethyl)phenyl)acetamide S1C2=C(C=C1C1=NN3C(N(C(=C(C3=O)N3CCNCC3)CC)CC(=O)NC3=C(C=C(C=C3)C(F)(F)F)Cl)=N1)C=CC=C2